pentyl-allyl-lithium C(CCCC)C=CC[Li]